lithium trimethylbenzoyl phosphate P(=O)(OC(C1=C(C(=C(C=C1)C)C)C)=O)([O-])[O-].[Li+].[Li+]